FC=1C=C(C=NC1)C1=NC=2N(C(=C1)NC1CC3=CC=C(C=C3C1)OC)N=CC2 5-(5-fluoro-3-pyridinyl)-N-(5-methoxyindan-2-yl)pyrazolo[1,5-a]Pyrimidine-7-amine